benzyl (3R)-3-[8-amino-1-[4-[[4-(trifluoromethyl)-2-pyridyl]carbamoyl]-phenyl]imidazo[1,5-a]pyrazin-3-yl]piperidine-1-carboxylate NC=1C=2N(C=CN1)C(=NC2C2=CC=C(C=C2)C(NC2=NC=CC(=C2)C(F)(F)F)=O)[C@H]2CN(CCC2)C(=O)OCC2=CC=CC=C2